2,4-pentanedione CC(CC(C)=O)=O